ON=C(C(=O)C1=CC=CC=C1)C1=CC=CC=C1 2-(Hydroxyimino)-1,2-diphenylethan-1-one